Cl.FC(SC1=CC=C(CNC2=CC=C(C(=O)N)C=C2)C=C1)(F)F 4-((4-((trifluoromethyl)thio)benzyl)amino)benzamide hydrochloride